5-methoxy-3-((5-oxomorpholin-3-yl)methoxy)thieno[3,2-b]pyridine-6-carboxamide COC1=C(C=C2C(=N1)C(=CS2)OCC2NC(COC2)=O)C(=O)N